ClC1=CC(=C(C=C1)C1=C(N(N=N1)C)CN1N=CC(=CC1=O)N1CC2(C1)OC[C@@H](C2)OC)F 2-[[5-(4-chloro-2-fluoro-phenyl)-3-methyl-triazol-4-yl]methyl]-5-[(7R)-7-methoxy-5-oxa-2-azaspiro[3.4]octan-2-yl]pyridazin-3-one